C(C)(C)C1=NOC(=N1)N1CCC(CC1)=CC(C)OC=1SC2=NC(=CC=C2N1)C1=CC=C(C=C1)S(=O)(=O)C 3-isopropyl-5-(4-(2-((5-(4-(methylsulfonyl)phenyl)thiazolo[5,4-b]pyridin-2-yl)oxy)propylidene)piperidin-1-yl)-1,2,4-oxadiazol